6-(4-cyclopropyl-5-(2-(trifluoromethyl)phenyl)-1H-pyrazol-1-yl)-2-azaspiro[3.3]heptane C1(CC1)C=1C=NN(C1C1=C(C=CC=C1)C(F)(F)F)C1CC2(CNC2)C1